CCC(=O)OC(CC(=O)[O-])C[N+](C)(C)C Propionylcarnitine